anthraquinone hydroxide [OH-].C1=CC=CC=2C(C3=CC=CC=C3C(C12)=O)=O